N-Acridin-9-yl-N'-(6-chloro-1,2,3,4-tetrahydro-acridin-9-yl)-octane-1,8-diamine C1=CC=CC2=NC3=CC=CC=C3C(=C12)NCCCCCCCCNC=1C2=CC=C(C=C2N=C2CCCCC12)Cl